O[C@@H]1CC(C[C@@H](C1)O)N(CCCCCCCC(=O)N(CCCCCCCCCC)CCCCCCCCCC)CCCCCCCC(=O)N(CCCCCCCCCC)CCCCCCCCCC 8,8'-(((1R,3R,5S)-3,5-DIHYDROXYCYCLOHEXYL)AZANEDIYL)BIS(N,N-DIDECYLOCTANAMIDE)